4-chloro-2,6-dimethylindan-1-one ClC1=C2CC(C(C2=CC(=C1)C)=O)C